NC1=CC2=C(OCC(N2)=O)C=C1C=O 6-amino-3-oxo-3,4-dihydro-2H-benzo[b][1,4]oxazine-7-formaldehyde